Azolo[3,4-d]pyrimidine-4-carboxamide N1C=NC(=C2C1=CN=C2)C(=O)N